2-((6-fluorobenzo[d]oxazol-2-yl)amino)-N-(2-methoxyethyl)-1-methyl-1H-benzo[d]imidazole-5-carboxamide FC1=CC2=C(N=C(O2)NC2=NC3=C(N2C)C=CC(=C3)C(=O)NCCOC)C=C1